ClC1=C(CC2C(CCC2)=O)C=CC=C1 o-chlorobenzyl-cyclopentanone